6-chloro-3-iodo-1-(tetrahydro-2H-pyran-2-yl)-1H-pyrazolo[4,3-b]Pyrazine ClC=1N=C2C(=NC1)C(=NN2C2OCCCC2)I